ClC=1C=NC=C(C1[C@@H](C)OC=1C=C2C(=NN(C2=CC1)C1OCCCC1)/C=C/C=1C=CC(=NC1)N=S(=O)(C)C)Cl ((5-((E)-2-(5-((R)-1-(3,5-Dichloropyridin-4-yl)ethoxy)-1-(tetrahydro-2H-pyran-2-yl)-1H-indazol-3-yl)vinyl)pyridin-2-yl)imino)dimethyl-λ6-sulfanone